NC1=C(/C(=N/OC(C2=C(C=CC(=C2)Cl)Cl)=O)/N)C=C(C=N1)Br (Z)-2-amino-5-bromo-N'-((2,5-dichlorobenzoyl)oxy)-nicotinamidine